B(O)(O)O.C1(=CC=CC=C1)C1=CC=CC=2NC3=CC=CC=C3C12 4-phenylcarbazole borate